(3R)-3-{2-[(2,5-dihydro-1H-pyrrol-1-yl)methyl]-1H-indol-3-yl}-5-hydroxy-2,3-dihydro-1H-isoindol-1-one N1(CC=CC1)CC=1NC2=CC=CC=C2C1[C@@H]1NC(C2=CC=C(C=C12)O)=O